dithiothiocyanate S(SSC#N)SC#N